C(C1=CC=CC=C1)N1CCC(CC1)CCNC(=O)N1[C@@H](CN(CC1)C1=NC(=CC(=N1)Cl)C#N)C (2R)-N-[2-(1-benzylpiperidin-4-yl)ethyl]-4-(4-chloro-6-cyanopyrimidin-2-yl)-2-methylpiperazine-1-carboxamide